CC1CNCN1N1C=NC=2C1=C1C(=NC2)N(C=C1)S(=O)(=O)C1=CC=C(C)C=C1 (5-methylimidazolidin-1-yl)-6-p-toluenesulfonyl-1,6-dihydroimidazo[4,5-d]Pyrrolo[2,3-b]Pyridine